4-(4-chlorophenyl)pyrrolidine-3-carboxylic acid ClC1=CC=C(C=C1)C1C(CNC1)C(=O)O